(4,5-Dichloro-1,2-phenylene)bis(methylene) (E,E)-bis(N'-(3-chlorophenyl)carbamimidothioate) dihydrobromide Br.Br.ClC=1C=C(C=CC1)\N=C(/N)\SCC1=C(C=C(C(=C1)Cl)Cl)CSC(N)=NC1=CC(=CC=C1)Cl